hexahydro-2,2,4,4,6-pentamethylpyrimidin CC1(NC(CC(N1)(C)C)C)C